CC1=NC=C(C(=C1[O-])CO)C(=O)O 5-Pyridoxate